C(C)(C)(C)C1=NC(=NO1)C1=CC=C(C=C1)C(=O)N1CC2(C1)CC(C2)I [4-(5-tert-butyl-1,2,4-oxadiazol-3-yl)phenyl]-(6-iodo-2-azaspiro[3.3]heptan-2-yl)methanone